tri-tert-butyl (16R,34S)-13,16-dibenzyl-2,2-dimethyl-4,11,14,17,24,32-hexaoxo-3-oxa-5,12,15,18,25,31,33-heptaazahexatriacontane-30,34,36-tricarboxylate C(C1=CC=CC=C1)C(NC(CCCCCNC(OC(C)(C)C)=O)=O)C(N[C@@H](C(NCCCCCC(NCCCCC(NC(N[C@@H](CCC(=O)OC(C)(C)C)C(=O)OC(C)(C)C)=O)C(=O)OC(C)(C)C)=O)=O)CC1=CC=CC=C1)=O